tert-butyl (3-((1-oxo-6-(phenylthio)phthalazin-2(1H)-yl)methyl)phenyl)carbamate O=C1N(N=CC2=CC(=CC=C12)SC1=CC=CC=C1)CC=1C=C(C=CC1)NC(OC(C)(C)C)=O